COC1=C(C=C(C=C1)OC(F)(F)F)NC(NC1CC2(CN(C2)C(=O)OC(C)(C)C)C1)=O tert-butyl 6-(3-(2-methoxy-5-(trifluoromethoxy)phenyl)ureido)-2-azaspiro[3.3]heptane-2-carboxylate